N-(4-tert-butylphenyl)-4,4,6,6-tetramethyl-5,6-dihydro-4H-cyclopenta[b]thiophen-3-amine C(C)(C)(C)C1=CC=C(C=C1)NC=1C2=C(SC1)C(CC2(C)C)(C)C